calcium lauroyltaurate C(CCCCCCCCCCC)(=O)NCCS(=O)(=O)[O-].[Ca+2].C(CCCCCCCCCCC)(=O)NCCS(=O)(=O)[O-]